tert-butyl 2'-hydroxy-3'-(5H-imidazo[5,1-a]isoindol-5-yl)-3-azaspiro[bicyclo[3.2.1]octane-8,1'-cyclobutane]-3-carboxylate OC1C2(CC1C1N3C(C4=CC=CC=C14)=CN=C3)C3CN(CC2CC3)C(=O)OC(C)(C)C